6-[3-chloro-4-(2,2-difluoro-3-hydroxypropoxy)-5-methylphenyl]-5-methyl-4,5-dihydro-2H-pyridazin-3-one ClC=1C=C(C=C(C1OCC(CO)(F)F)C)C=1C(CC(NN1)=O)C